NC1=CC=C(C=C1)C1=CC=C(C=C1)C=1C(C(=C(C1C1=CC=C(C=C1)O)C1=CC=C(C=C1)O)C1=CC=C(C=C1)C1=CC=C(C=C1)N)=O 2,5-bis(4'-amino-[1,1'-biphenyl]-4-yl)-3,4-bis(4-hydroxyphenyl)cyclopenta-2,4-dienone